BrC1=CC=C(C=C1)C=1N=C2N(C=CC=C2)C1SCC(N)C1=CC=CC=C1 2-((2-(4-bromophenyl)imidazo[1,2-a]pyridin-3-yl)thio)-1-phenylethane-1-amine